[1,3]dioxazole-5-carboxylic acid O1NOC=C1C(=O)O